N-(5-((1s,3s)-3-(4-(trifluoromethyl)phenyl)cyclobutoxy)-1H-indol-3-yl)bicyclo[1.1.1]pentane-1-carboxamide FC(C1=CC=C(C=C1)C1CC(C1)OC=1C=C2C(=CNC2=CC1)NC(=O)C12CC(C1)C2)(F)F